(±)-(3-chloro-4-(methylsulfinyl)phenyl)(trans-4-(3-chlorophenyl)-2,3-dimethylpiperazin-1-yl)methanone ClC=1C=C(C=CC1[S@](=O)C)C(=O)N1[C@H]([C@@H](N(CC1)C1=CC(=CC=C1)Cl)C)C |&1:7|